ClC=1C(=NC=C(C1)F)CC1CC2(CN(C2)C(=O)N2CC3(C2)CC(C3)C3=NC=NN3)C1 [6-[(3-chloro-5-fluoro-2-pyridyl)methyl]-2-azaspiro[3.3]heptan-2-yl]-[6-(1H-1,2,4-triazol-5-yl)-2-azaspiro[3.3]heptan-2-yl]methanone